(R)-(-)-3-piperidinecarboxylic acid C1C[C@H](CNC1)C(=O)O